N-[(1R)-1-(4-Benzyloxy-3-methoxy-phenyl)ethyl]-2-methyl-5-(4-methylpiperazin-1-yl)benzamide C(C1=CC=CC=C1)OC1=C(C=C(C=C1)[C@@H](C)NC(C1=C(C=CC(=C1)N1CCN(CC1)C)C)=O)OC